tert-butyl (1S,2R,5R)-3-(6,8-dichloro-5-fluoro-3,4-dimethyl-2,7-naphthyridin-1-yl)-2-vinyl-3,8-diazabicyclo[3.2.1]octane-8-carboxylate ClC=1C(=C2C(=C(N=C(C2=C(N1)Cl)N1[C@@H]([C@@H]2CC[C@H](C1)N2C(=O)OC(C)(C)C)C=C)C)C)F